FC1=NC(=CC(=C1)NC=1SC(=C(N1)C(=O)NC1C(CC1)(C)C)C)F 2-[(2,6-difluoro-4-pyridyl)amino]-N-(2,2-dimethylcyclobutyl)-5-methyl-thiazole-4-carboxamide